ClC=1C2=C(N=CN1)N(C=C2)[C@@H]2C[C@@H]([C@@H]1[C@H]2OC(O1)(C)C)CN(CCCNC([O-])=O)C=1C=NNC1 N-[3-({[(3aR,4R,6R,6aS)-6-{4-chloropyrrolo[2,3-d]pyrimidin-7-yl}-2,2-dimethyl-tetrahydro-3aH-cyclopenta[d][1,3]dioxol-4-yl]methyl}(1H-pyrazol-4-yl)amino)propyl]carbamate